[(5S)-7-benzyl-4-oxa-7-azaspiro[2.5]octan-5-yl]methanol C(C1=CC=CC=C1)N1C[C@H](OC2(CC2)C1)CO